trans-4-((1-((6-chloropyridin-3-yl)amino)isoquinolin-6-yl)oxy)-1-methylcyclohexan-1-ol ClC1=CC=C(C=N1)NC1=NC=CC2=CC(=CC=C12)OC1CCC(CC1)(O)C